tert-butyl 4-(methanesulfonyloxy)piperazine-1-carboxylate CS(=O)(=O)ON1CCN(CC1)C(=O)OC(C)(C)C